pyrido[4,3-d]pyrimidin-5(6H)-oneselon N1C(N=CC2=C1C=CNC2=O)=[Se]